methyl 8-[(1-tert-butoxycarbonyl-3-piperidyl)amino]quinoxaline-5-carboxylate C(C)(C)(C)OC(=O)N1CC(CCC1)NC1=CC=C(C=2N=CC=NC12)C(=O)OC